C[C@H]1NOCC1 (R)-3-methylisoxazolidine